N-([1,1'-Biphenyl]-4-yl)-1-(4-methoxypyridin-2-yl)-1H-pyrazole-4-carboxamide C1(=CC=C(C=C1)NC(=O)C=1C=NN(C1)C1=NC=CC(=C1)OC)C1=CC=CC=C1